(S)-2-((5-(4-((1-(5-(3,5-difluorophenyl)-4,5-dihydro-1H-pyrazole-1-carbonyl)azetidin-3-yl)oxy)-5-fluoropyridin-2-yl)-1-methyl-1H-pyrazol-4-yl)amino)-N,N-dimethylacetamide FC=1C=C(C=C(C1)F)[C@@H]1CC=NN1C(=O)N1CC(C1)OC1=CC(=NC=C1F)C1=C(C=NN1C)NCC(=O)N(C)C